(12Z,15Z)-N,N-dimethyl-2-nonylheneicosane-12-ylamine CN(C)C(CCCCCCCCCC(C)CCCCCCCCC)CCCCCCCCC